O=C(CN(CC(=O)O)CC(=O)O)NC=1C=NC(=CC1)C=1N=NC(=NN1)C1=NC=CC=C1 2,2'-((2-oxo-2-((6-(6-(pyridin-2-yl)-1,2,4,5-tetrazin-3-yl)pyridin-3-yl)amino)ethyl)azanediyl)diacetic acid